Cl.CC=CC=CC=CCC(CCC)O dodeca-2,4,6-trien-9-ol hydrochloride